3-hydroxy-pent-4-enoic acid ethyl ester C(C)OC(CC(C=C)O)=O